Cl.ClC1=C(C=CC=C1C)[C@@H]1NCC[C@@H]1N1CC(NCC1)=O 4-[(2S,3S)-2-(2-chloro-3-methyl-phenyl)pyrrolidin-3-yl]piperazin-2-one hydrochloride